C1(=CC=CC=C1)C1=NC(=NC(=N1)C1=CC=CC=C1)C1=C(C#N)C(=C(C(=C1N1C2=C(C3=CC=CC=C13)C=CC=N2)N2C1=C(C3=CC=CC=C23)C=CC=N1)N1C2=C(C3=CC=CC=C13)C=CC=N2)N2C1=C(C3=CC=CC=C23)C=CC=N1 2-(4,6-diphenyl-1,3,5-triazin-2-yl)-3,4,5,6-tetrakis(9H-pyrido[2,3-b]indol-9-yl)benzonitrile